{7-[(3-fluorotetrahydrofuran-3-yl)methyl]-6,7,8,9-tetrahydro-3H-pyrrolo[3,2-f]isoquinolin-2-yl}methanone FC1(COCC1)CN1CC2=CC=C3C(=C2CC1)C=C(N3)C=O